BrC1=CC=C2C=3N(C(COC31)C3=CC=CC=C3)C(N2CCN2CCOCC2)=O 7-Bromo-1-(2-morpholin-4-ylethyl)-4-phenyl-4,5-dihydroimidazo[1,5,4-de][1,4]benzoxazin-2(1H)-one